7-methyl-N,N-bis(2-(methyl-peroxy)ethyl)octanoamide CC(CCCCCC(=O)N(CCOOC)CCOOC)C